3-amino-3-(4-(2-(2-(difluoromethyl)azetidin-1-yl)-7,7-difluoro-6,7-dihydro-5H-cyclopenta[d]pyrimidin-4-yl)phenyl)thietane 1,1-dioxide NC1(CS(C1)(=O)=O)C1=CC=C(C=C1)C=1C2=C(N=C(N1)N1C(CC1)C(F)F)C(CC2)(F)F